8-[(2,2-Dimethyl-1,3-dioxolan-4-yl)methoxy]-3-(2,4-dimethylphenyl)sulfonyl-4H-triazolo[1,5-a]quinazolin-5-one CC1(OCC(O1)COC1=CC=C2C(NC=3N(C2=C1)N=NC3S(=O)(=O)C3=C(C=C(C=C3)C)C)=O)C